S1C(=NC2=C1C=CC=C2)C(=O)[C@H](CCCNC(=N)N)NC(=O)[C@@H]2CCCCOC1=CC=C(C[C@@H](C(N[C@H](C(N2)=O)CC2=CC=CC=C2)=O)NC(C)=O)C=C1 N-[(S)-1-[(1,3-benzothiazol-2-yl)carbonyl]-4-guanidinobutyl]-(7S,10S,13S)-13-acetylamino-10-benzyl-9,12-dioxo-2-oxa-8,11-diazabicyclo[13.2.2]nonadeca-1(17),15,18-triene-7-carboxamide